NC=1C=CC(=C2CN(C(C12)=O)CC(C#N)=C)C=1C=C2C(=NNC2=CC1)C(F)(F)F 2-({7-amino-1-oxo-4-[3-(trifluoromethyl)-1H-indazol-5-yl]-2,3-dihydro-1H-isoindol-2-yl}methyl)prop-2-enenitrile